(3-hydroxy-8-iodonaphthalen-1-yl)(2-((1-(((R)-3-methoxypiperidin-1-yl)methyl)cyclopropyl)methoxy)-4-(2-methylazepan-1-yl)-5,7-dihydro-6H-pyrrolo[3,4-d]pyrimidin-6-yl)methanone OC=1C=C(C2=C(C=CC=C2C1)I)C(=O)N1CC=2N=C(N=C(C2C1)N1C(CCCCC1)C)OCC1(CC1)CN1C[C@@H](CCC1)OC